N-(cyanomethyl)-2-[[(1R)-1-(3,6-dimethyl-2-morpholino-4-oxo-quinazolin-8-yl)ethyl]amino]benzamide C(#N)CNC(C1=C(C=CC=C1)N[C@H](C)C=1C=C(C=C2C(N(C(=NC12)N1CCOCC1)C)=O)C)=O